6-(2-amino-6-fluoro-5-(4-(4-isopropylpiperazin-1-yl)phenyl)pyridin-3-yl)-3-methylisoquinolin-1(2H)-one NC1=NC(=C(C=C1C=1C=C2C=C(NC(C2=CC1)=O)C)C1=CC=C(C=C1)N1CCN(CC1)C(C)C)F